OC=1C(=C(C(=NC1C)NC(=O)C=1NC2=CC=CC=C2C1)C)C N-(5-Hydroxy-3,4,6-trimethylpyridin-2-yl)-1H-indol-2-carboxamid